6-Chloro-3-[(1R)-1-(2-isoxazol-4-yl-3,6-dimethyl-4-oxo-chromen-8-yl)ethoxy]pyridine-2-sulfonamide ClC1=CC=C(C(=N1)S(=O)(=O)N)O[C@H](C)C=1C=C(C=C2C(C(=C(OC12)C=1C=NOC1)C)=O)C